benzyl 4-[5-(aminomethyl)-1-methyl-pyrazole-3-carbonyl]piperazine-1-carboxylate NCC1=CC(=NN1C)C(=O)N1CCN(CC1)C(=O)OCC1=CC=CC=C1